C(#N)N=COCC Ethyl N-cyanomethanimidate